3-benzyl-8-(4-chloro-6-methoxybenzo[d]thiazol-2-yl)-6-methyl-quinazolin-4(3H)-one C(C1=CC=CC=C1)N1C=NC2=C(C=C(C=C2C1=O)C)C=1SC2=C(N1)C(=CC(=C2)OC)Cl